BrC1=CC=C2C(=CNC2=C1N1N=CC=C1)S(=O)(=O)NC1=NC(=C(C(=N1)OC)OCCF)OC 6-bromo-N-[5-(2-fluoroethoxy)-4,6-dimethoxy-pyrimidin-2-yl]-7-pyrazol-1-yl-1H-indole-3-sulfonic acid amide